6,6'-(carbonyldiimino)bis-hexanoic acid C(=O)(NCCCCCC(=O)O)NCCCCCC(=O)O